N-((2R)-6-(9-oxa-3,7-diazabicyclo[3.3.1]nonan-3-yl)-5,8-difluoro-1,2,3,4-tetrahydronaphthalen-2-yl)-3-amino-6-methylthieno[2,3-b]pyridine-2-carboxamide C12CN(CC(CNC1)O2)C=2C(=C1CC[C@H](CC1=C(C2)F)NC(=O)C2=C(C=1C(=NC(=CC1)C)S2)N)F